C=C(C(C)OCCC#N)CCC 3-((3-methylenehex-2-yl)oxy)propionitrile